4-QUINOLINONE N1=CCC(C2=CC=CC=C12)=O